FC1=C(C=C(C#N)C(=C1)F)C#N 4,6-difluoroisophthalonitrile